N,N-bis(2-methoxyethyl)-N,N-dimethyl-ammonium iodide [I-].COCC[N+](C)(C)CCOC